2,2,3,3,3-Pentafluoropropyl-(3R,4S)-3-(5-{4-amino-5-[(4,4-difluoropiperidin-1-yl)methyl]pyrrolo[2,1-f][1,2,4]triazin-7-yl}-2-methoxypyridin-3-amido)-4-fluoropyrrolidin-1-carboxylat FC(COC(=O)N1C[C@H]([C@H](C1)F)NC(=O)C=1C(=NC=C(C1)C1=CC(=C2C(=NC=NN21)N)CN2CCC(CC2)(F)F)OC)(C(F)(F)F)F